C(C)(C)(C)OC(=O)N1CCN(CC1)C1=CC(=C(C=C1)C1=CC(=CC2=C1N=C(S2)C=2CN(CCC2)C(CCC=2SC=CN2)=O)C(=O)O)OC 4-(4-(4-(Tert-butoxycarbonyl)piperazin-1-yl)-2-methoxyphenyl)-2-(1-(3-(thiazol-2-yl)propanoyl)-1,2,5,6-tetrahydropyridin-3-yl)benzo[d]thiazole-6-carboxylic acid